N-(2-(2-aminoethoxy)ethyl)-2-chloro-4-((3-(4-methoxyphenyl)imidazo[1,2-a]pyrazin-8-yl)amino)benzamide NCCOCCNC(C1=C(C=C(C=C1)NC=1C=2N(C=CN1)C(=CN2)C2=CC=C(C=C2)OC)Cl)=O